(4-bromo-6-fluoro-1-methylindol-5-yl)(2-chloro-5-fluorocyclohexa-1,5-dienyl)methanone BrC1=C2C=CN(C2=CC(=C1C(=O)C1=C(CCC(=C1)F)Cl)F)C